(2R)-2-[4-(4-chlorophenoxy)-2-trifluoromethylphenyl]-1-(1,2,4-triazol-1-yl)propan-2-ol ClC1=CC=C(OC2=CC(=C(C=C2)[C@@](CN2N=CN=C2)(C)O)C(F)(F)F)C=C1